3-(2,3,5-trifluorophenyl)-5-methyl-pyrazol-4-ol FC1=C(C=C(C=C1F)F)C1=NNC(=C1O)C